BrC1=C2N(N=C1C1=NC=C(C=C1)F)CC1(C2)C(C1)(F)F 3'-bromo-2,2-difluoro-2'-(5-fluoropyridin-2-yl)-4',6'-dihydrospiro[cyclopropane-1,5'-pyrrolo[1,2-b]pyrazole]